FC(CN1N=CC=C1C1=CN=CC(=N1)N1CC2(CN(C2)C2=NC(=NC(=C2)C(F)(F)F)C)CC1)F 6-(6-(1-(2,2-difluoroethyl)-1H-pyrazol-5-yl)pyrazin-2-yl)-2-(2-methyl-6-(trifluoromethyl)pyrimidin-4-yl)-2,6-diazaspiro[3.4]octane